N-(3,5-dichloro-4-(3-fluoro-2,6-dioxopiperidin-3-yl)benzyl)-2-methyl-2-phenylpropanamide ClC=1C=C(CNC(C(C)(C2=CC=CC=C2)C)=O)C=C(C1C1(C(NC(CC1)=O)=O)F)Cl